5-(benzyloxy)-1-(4-(2-((tert-butyldimethylsilyl)oxy)ethyl)benzyl)-2-(2,6-dimethylphenyl)-3-fluoro-1H-indole C(C1=CC=CC=C1)OC=1C=C2C(=C(N(C2=CC1)CC1=CC=C(C=C1)CCO[Si](C)(C)C(C)(C)C)C1=C(C=CC=C1C)C)F